S1C(=NC2=C1C=CC=C2)NC(=O)C=2C=CC=C1CCN(CC21)C2=CC=C(C(=N2)C(=O)O)C=2C=NN(C2C)CC21CC3CC(CC(C2)C3)C1 6-[8-(1,3-benzothiazol-2-ylcarbamoyl)-3,4-dihydroisoquinolin-2(1H)-yl]-3-[5-methyl-1-(tricyclo[3.3.1.13,7]dec-1-ylmethyl)-1H-pyrazol-4-yl]pyridine-2-carboxylic acid